(R)-4-(3-(4-amino-2-methylpyrido[3,2-d]pyrimidin-6-yl)phenyl)-2-(4-(trifluoromethyl)thiazol-2-yl)but-3-yn-2-ol NC=1C2=C(N=C(N1)C)C=CC(=N2)C=2C=C(C=CC2)C#C[C@@](C)(O)C=2SC=C(N2)C(F)(F)F